CN(CCN1N=C(C(=C1C)C=1C=CC=C2C(=NC=NC12)N[C@H](CN1CCN(CC1)S(=O)(=O)C1=C(N=C(S1)NC(OC)=O)C)C)C)C methyl N-[5-({4-[(2S)-2-[(8-{1-[2-(dimethylamino)ethyl]-3,5-dimethyl-1H-pyrazol-4-yl}quinazolin-4-yl)amino]propyl]piperazin-1-yl}sulfonyl)-4-methyl-1,3-thiazol-2-yl]carbamate